9,9'-(6-(9-phenyl-9H-carbazol-1-yl)-4-(2-(6-phenylpyridin-2-yl)phenyl)pyridine-2,5-diyl)bis(3-methyl-9H-carbazole) C1(=CC=CC=C1)N1C2=CC=CC=C2C=2C=CC=C(C12)C1=C(C(=CC(=N1)N1C2=CC=CC=C2C=2C=C(C=CC12)C)C1=C(C=CC=C1)C1=NC(=CC=C1)C1=CC=CC=C1)N1C2=CC=CC=C2C=2C=C(C=CC12)C